C(#N)C1=NNC=C1 3-cyano-1H-pyrazol